C(C)N1N=C(C=C1)C=1C=C(C=C(C1)C=1C=NN(C1)C)[C@@H](C)NC(C1=C(C=CC(=C1)N1C[C@@H](N([C@H](C1)C)C)C)C)=O N-((R)-1-(3-(1-ethyl-1H-pyrazol-3-yl)-5-(1-methyl-1H-pyrazol-4-yl)phenyl)ethyl)-2-methyl-5-((3S,5S)-3,4,5-trimethylpiperazin-1-yl)benzamide